(S)-4-(1-((4-methyl-4H-1,2,4-triazol-3-yl)thio)ethyl)pyridin-2-amine hydrochloride Cl.CN1C(=NN=C1)S[C@@H](C)C1=CC(=NC=C1)N